3-methyl-4-oxo-N-(3-(N-(3-(trifluoromethyl)phenyl)sulfamoyl)phenyl)-3,4-dihydrophthalazine-1-carboxamide CN1N=C(C2=CC=CC=C2C1=O)C(=O)NC1=CC(=CC=C1)S(NC1=CC(=CC=C1)C(F)(F)F)(=O)=O